5-ethyl-1,2-thiazole C(C)C1=CC=NS1